C(C)(=O)OC(C(=O)NC1=NC=C(C(=N1)C)B1OC(C(O1)(C)C)(C)C)C1=CC(=CC=C1)F 1-(3-fluorophenyl)-2-((4-methyl-5-(4,4,5,5-tetramethyl-1,3,2-dioxaborolan-2-yl)pyrimidin-2-yl)amino)-2-oxoethyl acetate